4-((1R,2R,5S)-5-ethoxy-2-((5-methoxy-7-methyl-1H-indol-4-yl)oxy)cyclohexyl)benzoic acid C(C)O[C@H]1CC[C@H]([C@H](C1)C1=CC=C(C(=O)O)C=C1)OC1=C2C=CNC2=C(C=C1OC)C